tert-butyl 4-[(4,5-dichloro-2-methoxyphenyl)(trifluoroacetamido)methyl]piperidine-1-carboxylate ClC1=CC(=C(C=C1Cl)C(C1CCN(CC1)C(=O)OC(C)(C)C)NC(C(F)(F)F)=O)OC